O(C)C1=C(C=CC=C1)C methoxyl-2-methylbenzene